(difluoromethyl)-N-(8-(methylamino)-5-(5-((S)-2-methylmorpholino)benzo[d]oxazol-2-yl)-2,7-naphthyridin-3-yl)cyclopropane-1-carboxamide FC(F)C1(CC1)C(=O)NC=1N=CC2=C(N=CC(=C2C1)C=1OC2=C(N1)C=C(C=C2)N2C[C@@H](OCC2)C)NC